OC1=CC=C(C=C1)CC=CC1=CC=C(C=C1)C(C)C 1-(4-Hydroxyphenyl)-3-(4-propan-2-ylphenyl)prop-2-en